((3R,5R)-1,6-dioxaspiro[2.5]octan-5-yl)methanone O1C[C@@]12C[C@@H](OCC2)C=O